C(C)(C)(CC)C1=CC(=C(C=C1)O)C(C1=CC=CC=C1)C 4-tertiary amyl-2-(alpha-methylbenzyl)phenol